ethyl 1,2,3,4-tetrahydroquinoline-3-carboxylate N1CC(CC2=CC=CC=C12)C(=O)OCC